N-Pentadecanoyl-D-Sphingosine CCCCCCCCCCCCCCC(=O)NC(CO)C(/C=C/CCCCCCCCCCCCC)O